4-(4-methoxy-3-methylbenzyl)-7-methoxy-quinoline COC1=C(C=C(CC2=CC=NC3=CC(=CC=C23)OC)C=C1)C